FC=1C=C(C=C(C1)F)[C@@H]1CCC2=NN(C(N21)=O)[C@@H]2C[C@H](C2)OC=2C=C(C#N)C=CC2F 3-({trans-3-[(5S)-5-(3,5-difluorophenyl)-3-oxo-6,7-dihydro-3H-pyrrolo[2,1-c][1,2,4]triazol-2(5H)-yl]cyclobutyl}oxy)-4-fluorobenzonitrile